BrC=1C=CC2=C(N(C=N2)C2=CC=C(C=C2)OC)C1 6-bromo-1-(4-methoxyphenyl)-1,3-benzodiazole